4-(4-amino-2-methylphenoxy)-1-(difluoromethyl)pyridin-2(1H)-one NC1=CC(=C(OC2=CC(N(C=C2)C(F)F)=O)C=C1)C